[3-[(4-benzyloxyphenyl)methyl]-4-chloro-phenyl]methanone C(C1=CC=CC=C1)OC1=CC=C(C=C1)CC=1C=C(C=CC1Cl)C=O